(S)-1-(1-(1-Acrylpyrrolidin-3-yl)-4-amino-3-((3,5-dimethoxyphenyl)ethynyl)-1H-pyrazolo[4,3-c]pyridin-7-yl)-4-methoxybutan-1-one C(=O)(C=C)N1C[C@H](CC1)N1N=C(C=2C(=NC=C(C21)C(CCCOC)=O)N)C#CC2=CC(=CC(=C2)OC)OC